1,2-di-bromoethane BrCCBr